NC1=CC(=NN1CC(=O)OCC)C1=CC=CC=C1 Ethyl 2-(5-amino-3-(phenyl)-1H-pyrazol-1-yl)acetate